Methyl 8-(1-((1-(tert-butoxycarbonyl)-5-methoxy-7-methyl-1H-indol-4-yl)methyl)-4-(2,2-difluoroethyl)piperazin-2-yl)imidazo[1,2-a]pyridine-5-carboxylate C(C)(C)(C)OC(=O)N1C=CC2=C(C(=CC(=C12)C)OC)CN1C(CN(CC1)CC(F)F)C=1C=2N(C(=CC1)C(=O)OC)C=CN2